C(C)(C)(C)OC(=O)NCCCCCCN N-t-butoxycarbonyl-1,6-hexanediamine